(4-aminophenyl)nickel NC1=CC=C(C=C1)[Ni]